bromo-2,4-dimethyl-pyrimidine BrC=1C(=NC(=NC1)C)C